OCC1=C(C#N)C=C(C=C1)C 2-(hydroxymethyl)-5-methylbenzonitrile